[Br-].C(CCCCCCCCCCCCC)(=O)OCC(C[N+](CCO)(C)C)OC(CCCCCCCCCCCCC)=O N-(1,2-dimyristoyloxyprop-3-yl)-N,N-dimethyl-N-hydroxyethylammonium bromide